C1N(CCC2=CC=CC=C12)[C@H]1[C@@H](CN(CC1)C1=CC(=NC=N1)NC=1C=C(C#N)C=CC1)O trans-3-((6-(4-(3,4-dihydroisoquinolin-2(1H)-yl)-3-hydroxypiperidin-1-yl)pyrimidin-4-yl)amino)benzonitrile